1-(Cyclobutylmethyl)-2-{[(2S,4S)-4-({2-[(2,4-difluorophenoxy)methyl]pyrimidin-4-yl}oxy)-2-methylpiperidin-1-yl]methyl}-1H-1,3-benzodiazole-6-carboxylic acid C1(CCC1)CN1C(=NC2=C1C=C(C=C2)C(=O)O)CN2[C@H](C[C@H](CC2)OC2=NC(=NC=C2)COC2=C(C=C(C=C2)F)F)C